4-(4-(trifluoromethyl)phenyl)-4,5,6,7-tetrahydrothieno[3,2-c]pyridine FC(C1=CC=C(C=C1)C1NCCC2=C1C=CS2)(F)F